3-Bromo-7-(2-ethoxyphenyl)-10-methyl-10H-phenoxazine BrC=1C=CC=2N(C3=CC=C(C=C3OC2C1)C1=C(C=CC=C1)OCC)C